C(\C=C\C(=O)[O-])(=O)OCCCC1CCC(CC1)CC(C)C (4-isobutylcyclohexyl)propyl fumarate